C(N1C2=C(N3C1CNCC3)N=CC(=C2)C(F)(F)F)([2H])([2H])[2H] 5-(methyl-d3)-3-(trifluoromethyl)-5a,6,8,9-tetrahydropyrido[3',2':4,5]imidazo[1,2-a]pyrazin